C(C)(C)(C)OC(NC(C(=O)NC1=CC=C2C(=C1)N(C(C21CCOCC1)=O)C)C1CCCCCCC1)=O N-{1-cyclooctyl-2-[(1-methyl-2-oxospiro[indoline-3,4'-tetrahydropyran]-6-yl)amino]-2-oxoethyl}carbamic acid tert-butyl ester